CC=CCCC Hex-2-en